The molecule is a dicarboxylic acid consisting of fumaric acid having a methyl substituent at the 2-position. It has a role as a human metabolite and a plant metabolite. It derives from a fumaric acid. It is a conjugate acid of a mesaconate(2-). C/C(=C\\C(=O)O)/C(=O)O